(S)-2-(2-chloro-6-fluorobenzoylamino)-3-(4-(5,7-difluoro-3-methyl-2-oxo-2,3-dihydro-1H-benzo[d]imidazol-1-yl)phenyl)propanoic acid ClC1=C(C(=O)N[C@H](C(=O)O)CC2=CC=C(C=C2)N2C(N(C3=C2C(=CC(=C3)F)F)C)=O)C(=CC=C1)F